C1N(CC12CNCCC2)C=2SC1=C(N2)SC(=N1)C1=NC=C(C=C1O)C=1C=NNC1 2-[5-(2,6-Diazaspiro[3.5]nonan-2-yl)[1,3]thiazolo[5,4-d][1,3]thiazol-2-yl]-5-(1H-pyrazol-4-yl)pyridin-3-ol